N-(4-(7-amino-3-(1-fluorocyclopropyl)-4-oxo-4,5-dihydro-1H-pyrazolo[3,4-d]pyridazin-1-yl)benzyl)-5-fluoro-2-methoxybenzamide NC1=NNC(C2=C1N(N=C2C2(CC2)F)C2=CC=C(CNC(C1=C(C=CC(=C1)F)OC)=O)C=C2)=O